C1(CC1)N(C1=C(C(=NC=N1)NC[C@H]1[C@@](CN(CC1)CC(=O)N)(C)O)F)CC1=CC=C(C=C1)C(F)(F)F 2-((3R,4S)-4-(((6-(cyclopropyl(4-(trifluoromethyl)benzyl)amino)-5-fluoropyrimidin-4-yl)amino)methyl)-3-hydroxy-3-methylpiperidin-1-yl)acetamide